1-(5-((4-(1-isopropyl-6-((2-(4-methoxypiperidin-1-yl)pyrimidin-4-yl)amino)-1H-pyrazolo[4,3-c]pyridin-3-yl)piperazin-1-yl)methyl)-1-oxoisoindolin-2-yl)dihydropyrimidine-2,4(1H,3H)-dione C(C)(C)N1N=C(C=2C=NC(=CC21)NC2=NC(=NC=C2)N2CCC(CC2)OC)N2CCN(CC2)CC=2C=C1CN(C(C1=CC2)=O)N2C(NC(CC2)=O)=O